N-(3-(2,2-dimethyl-3-oxo-2H,3H,4H-pyrido[3,2-b][1,4]oxazin-4-yl)propyl)aminotert-Butyl formate C(=O)OC(CNCCCN1C2=C(OC(C1=O)(C)C)C=CC=N2)(C)C